5-hydroxy-3-hydroxypyran OC=1C=C(COC1)O